(2-(2-Isopropoxynaphthalen-1-yl)ethyl)morpholine C(C)(C)OC1=C(C2=CC=CC=C2C=C1)CCN1CCOCC1